D-ribose O=C[C@H](O)[C@H](O)[C@H](O)CO